4-(1,1-difluoro-5-phenyl-pent-1-en-3-yl)benzaldehyde FC(=CC(CCC1=CC=CC=C1)C1=CC=C(C=O)C=C1)F